1,2-Bis(prop-2-yn-1-yloxy)ethane C(C#C)OCCOCC#C